tert-butyl 3-aminoazocane-1-carboxylate NC1CN(CCCCC1)C(=O)OC(C)(C)C